3,6-dimethoxy-2',4',6'-triIsopropyl-1,1'-biphenyl COC=1C=C(C(=CC1)OC)C1=C(C=C(C=C1C(C)C)C(C)C)C(C)C